di(2,6-diisopropylphenyl)bis(methoxymethyl)silane C(C)(C)C1=C(C(=CC=C1)C(C)C)[Si](COC)(COC)C1=C(C=CC=C1C(C)C)C(C)C